BrC1=NC=C(C(=C1)OC=1C(=NC(=NC1)N)NC1CCCCC1)C(C)C 5-((2-bromo-5-isopropylpyridin-4-yl)oxy)-N4-cyclohexyl-pyrimidine-2,4-diamine